BrC=1SC2=C(N1)C=C(C(=C2)O[C@@H]2[C@@H](COC2)O)F |r| rac-cis-4-((2-bromo-5-fluorobenzo[d]thiazol-6-yl)oxy)tetrahydrofuran-3-ol